BrC1=CC=C(C=C1)C1=C(C2=C(N=C3N(CCCCC3)C2=O)N1C)I 2-(4-bromophenyl)-3-iodo-1-methyl-1,6,7,8,9,10-hexahydro-4H-pyrrolo[2',3':4,5]pyrimido[1,2-a]azepin-4-one